3-(7,8-dichloro-4-(1H-pyrazol-4-yl)quinolin-2-yl)propionic acid ClC1=CC=C2C(=CC(=NC2=C1Cl)CCC(=O)O)C=1C=NNC1